C(CCC)OC1=CC=C(C=C1)C1CCCN2C1=NS(CC2)(=O)=O 9-(4-butoxyphenyl)-3,4,6,7,8,9-hexahydropyrido[2,1-c][1,2,4]thiadiazine 2,2-dioxide